N1(CCC12CCNCC2)CCCO 3-(1,7-diazaspiro[3.5]non-1-yl)propan-1-ol